OC1=C(C=CC=C1)C(/C=C/C1=CC=C(OC(C(=O)OC(C)C)(C)C)C=C1)=O Propan-2-yl 2-[4-[(E)-3-(2-hydroxyphenyl)-3-oxoprop-1-enyl]phenoxy]-2-methylpropanoate